C(#N)C=1C=CC=2N(C1)C=C(N2)NC2=NC=CC(=C2)N2CCN(CC2)C(COC)=O 6-cyano-2-(4-(4-methoxyacetyl-piperazin-1-yl)pyridin-2-ylamino)imidazo[1,2-a]pyridine